3-(4-(2',3',4',5'-tetrahydro-[1,1'-biphenyl]-4-yl)-1H-benzo[d]imidazol-2-yl)propanol C1(=CC=C(C=C1)C1=CC=CC=2NC(=NC21)CCCO)C=2CCCCC2